(3R)-3,7-dimethyloct-6-ene C[C@H](CC)CCC=C(C)C